CC=1C=CC(=C(C=O)C1)C=1C=NC(=NC1)C(F)(F)F 5-methyl-2-(2-(trifluoromethyl)pyrimidine-5-yl)benzaldehyde